Cl.C1(=CC=CC=C1)C1=NN=CS1 5-phenyl-1,3,4-thiadiazole hydrochloride